CN(C1=C2N=CN(C2=NC=N1)CCC[C@H]1NCCC[C@@H]1O)C (2R,3S)-2-(3-(6-(dimethylamino)-9H-purin-9-yl)propyl)piperidin-3-ol